FC(C1=CC=C(C=C1)C=1C2=C(N=C(N1)CN1C(C3=CC=CC=C3C1=O)=O)C=CC=N2)(F)F 2-((4-(4-(Trifluoromethyl)phenyl)pyrido[3,2-d]pyrimidin-2-yl)methyl)isoindoline-1,3-dione